N1=CC(=CC=C1)N1C(SC=C1)=NC(OCC)=O ethyl (3-(pyridin-3-yl)thiazol-2(3H)-ylidene)carbamate